FC(C)C 2-fluoropropane